(S)-2-((5-bromo-8-methoxy-1,2,3,4-tetrahydroisoquinolin-1-yl)methyl)isoindoline-1,3-dione BrC1=C2CCN[C@@H](C2=C(C=C1)OC)CN1C(C2=CC=CC=C2C1=O)=O